C(C1=CC=CC=C1)OC1C(C(C1)(O)C)C 3-benzyloxy-1,2-dimethyl-cyclobutanol